3-({3-[(1H-indol-6-ylmethyl)amino]pyrido[2,3-b]pyrazin-6-yl}amino)cyclobutan-1-ol N1C=CC2=CC=C(C=C12)CNC1=CN=C2C(=N1)N=C(C=C2)NC2CC(C2)O